N-(3-ethyl-1-(tetrahydro-2H-pyran-2-yl)-1H-pyrazolo[4,3-c]pyridin-6-yl)acetamide C(C)C1=NN(C2=C1C=NC(=C2)NC(C)=O)C2OCCCC2